C(CCC)N1C(C2=CN=CC=C2C(=C1)C1=CC(=C(C=O)C(=C1)OC)F)=O 4-(2-butyl-1-oxo-1,2-dihydro-2,7-naphthyridin-4-yl)-2-fluoro-6-methoxybenzaldehyde